3-(2-methylpyridin-3-yl)-4-oxopiperidine-1-carboxylic acid tert-butyl ester C(C)(C)(C)OC(=O)N1CC(C(CC1)=O)C=1C(=NC=CC1)C